N[C@H]1CS(C2=C(N(C1=O)CC1=CC=C(C=C1)Cl)C=C(C(=C2)F)C=2OC(=NN2)C2CC(CC2)(F)F)(=O)=O (3R)-3-amino-5-[(4-chlorophenyl)methyl]-7-[5-(3,3-difluorocyclopentyl)-1,3,4-oxadiazol-2-yl]-8-fluoro-1,1-dioxo-2,3-dihydro-1lambda6,5-benzothiazepin-4-one